NC=1C=2N(C(=CN1)C)C(=NC2C2=C(C=C(C=C2)NC([C@H](C=2C=C(C=CC2)C)O)=O)F)C([2H])([2H])[2H] (S)-N-[4-[8-amino-5-methyl-3-(trideuteriomethyl)imidazo[1,5-a]pyrazin-1-yl]-3-fluoro-phenyl]-2-hydroxy-2-(m-tolyl)acetamide